C(C)C1=CC=C(C=C1)C(C1C(O1)C1=CC(=CC=C1)[N+](=O)[O-])=O (4-ethylphenyl)-3-(3-nitrophenyl)-2,3-epoxypropan-1-one